tert-butyl rel-(4aS,7aR)-3,4a,5,6,7,7a-hexahydro-2H-pyrrolo[3,4-b][1,4]oxazine-4-carboxylate O1[C@H]2[C@@H](N(CC1)C(=O)OC(C)(C)C)CNC2 |o1:1,2|